tert-butyl 2-(1-(2-(2-methoxyphenyl)-2-(piperidin-4-yloxy)ethyl)-5-methyl-2,4-dioxo-1,4-dihydrothieno[2,3-d]pyrimidin-3(2H)-yl)-2-methylpropanoate COC1=C(C=CC=C1)C(CN1C(N(C(C2=C1SC=C2C)=O)C(C(=O)OC(C)(C)C)(C)C)=O)OC2CCNCC2